FC1=C(C=C(C=C1)N1C2=C(NCC=C1)C1=CC=CC=C1C=C2)C2=NN=NN2 5-[4-fluoro-3-(1H-tetrazol-5-yl)phenyl]-1H-naphtho[1,2-b][1,4]diazepine